1-(((3S)-1-((3-((3S)-tetrahydro-3-furanyl)-1-azetidinyl)sulfonyl)-3-piperidinyl)carbonyl)-N-(4-(trifluoromethyl)benzyl)-D-prolinamide O1C[C@@H](CC1)C1CN(C1)S(=O)(=O)N1C[C@H](CCC1)C(=O)N1[C@H](CCC1)C(=O)NCC1=CC=C(C=C1)C(F)(F)F